(3,4-difluorophenyl)dihydro-2H-pyran-4(3H)-one FC=1C=C(C=CC1F)C1OCCC(C1)=O